NC1=NN2C(C=C(C=C2)C=2C(=C(C(=O)NCCC(C)(C3=CC=CC=C3)C)C(=CC2)C)F)=N1 3-(2-amino-[1,2,4]-triazolo[1,5-a]-pyridin-7-yl)-2-fluoro-6-methyl-N-(3-methyl-3-phenylbutyl)benzamide